BrC1=CC(=C(C#N)C=C1)F 4-bromo-2-fluorobenzonitrile